P(=O)(OC(CCCCC)CC)([O-])[O-] Monoethylhexyl Phosphate